3-fluoro-5-(4,4,5,5-tetramethyl-1,3,2-dioxaborolan-2-yl)pyridin-2-ol FC=1C(=NC=C(C1)B1OC(C(O1)(C)C)(C)C)O